{4-amino-2-[3-chloro-4-(difluoromethoxy)anilino]-1,3-thiazol-5-yl}[4-(difluoromethoxy)phenyl]methanone NC=1N=C(SC1C(=O)C1=CC=C(C=C1)OC(F)F)NC1=CC(=C(C=C1)OC(F)F)Cl